ClC1=C(C(=CC(=N1)C(=O)N(C)C)N1CCC(CC1)OC1=C(C=C(C=C1)F)F)[N+](=O)[O-] 6-chloro-4-(4-(2,4-difluorophenoxy)piperidin-1-yl)-N,N-dimethyl-5-nitropyridinecarboxamide